C12=CC=C(CC1)C2 Norbornenene